C1(CC1)C1=C(C=CC(=C1)OCC1=NC=CC=C1)NC=1C(=C(OP(O)(O)=O)C=CC1)C [3-({2-Cyclopropyl-4-[(pyridin-2-yl)methoxy]phenyl}amino)-2-methylphenoxy]phosphonic acid